(4-{6-amino-5-[1-(2,6-dichloro-3-fluoro-phenyl)-ethoxy]-pyridin-3-yl}-phenyl)-(4-pyrrolidin-1-yl-piperidin-1-yl)-methanone NC1=C(C=C(C=N1)C1=CC=C(C=C1)C(=O)N1CCC(CC1)N1CCCC1)OC(C)C1=C(C(=CC=C1Cl)F)Cl